FC(C1=C(CN2CCC(CC2)[C@@H]2NC3=CC(=CC=C3CC2)[C@@H]([C@@H](C(=O)[O-])C)C2CC2)C=C(C=C1)C(F)(F)F)(F)F.[Na+] |o1:11| Sodium (2S,3R)-3-((R or S)-2-(1-(2,5-bis(trifluoromethyl)benzyl)piperidin-4-yl)-1,2,3,4-tetrahydroquinolin-7-yl)-3-cyclopropyl-2-methylpropanoate